O[C@@H]1[C@H](N(C1)C(=O)O[C@H]1C[C@H](CC1)C1=CC(=NN1)NC(CC1=CC(=NC=C1)OC)=O)C (1R,3S)-3-(3-{[(2-methoxypyridin-4-yl)acetyl]amino}-1H-pyrazol-5-yl)cyclopentyl (2R,3S)-3-hydroxy-2-methylazetidine-1-carboxylate